NC1=C(C(=O)OC)C=CC(=N1)OCC1=CC=CC=C1 methyl 2-amino-6-(benzyloxy)nicotinate